N,N-dimethyl-2-(5-methyl-3-(4-morpholino-2-(4-(m-tolyl)-1H-pyrazol-1-yl)furo[3,2-d]pyrimidin-6-yl)-1H-pyrazol-1-yl)ethan-1-amine CN(CCN1N=C(C=C1C)C1=CC=2N=C(N=C(C2O1)N1CCOCC1)N1N=CC(=C1)C=1C=C(C=CC1)C)C